CN(C=1C=C(C=CC1NC(=O)NCC=1SC=C2C1CN(C2=O)C2C(NC(CC2)=O)=O)C)C 1-(3-(dimethylamino)-4-tolyl)-3-((5-(2,6-dioxopiperidin-3-yl)-4-oxo-5,6-dihydro-4H-thieno[3,4-c]pyrrol-1-yl)methyl)urea